N-(5-((4-(8-fluoro-2-oxo-5,6-dihydro-4H-imidazo[4,5,1-ij]quinolin-1(2H)-yl)pyrimidin-2-yl)amino)-2-(3-(3-fluoropyrrolidin-1-yl)azetidin-1-yl)-4-methoxyphenyl)acrylamide FC=1C=C2CCCN3C2=C(C1)N(C3=O)C3=NC(=NC=C3)NC=3C(=CC(=C(C3)NC(C=C)=O)N3CC(C3)N3CC(CC3)F)OC